CC1(OCC2=C1N=C(N=C2)C(=O)N[C@@H]2C(N(C=1N(CC2)N=C(C1)C)C)=O)CC(F)(F)F 7-methyl-N-[(6S)-2,4-dimethyl-5-oxo-7,8-dihydro-6H-pyrazolo[1,5-a][1,3]diazepin-6-yl]-7-(2,2,2-trifluoroethyl)-5H-furo[3,4-d]pyrimidine-2-carboxamide